COC1=CC=C(C=C1)C(OCCN(CCO)C(C(=O)[O-])CCCCCCCC=O)(C1=CC=CC=C1)C1=CC=C(C=C1)OC.[Li+] lithium ((2-(bis(4-methoxyphenyl) (phenyl) methoxy) ethyl) (2-hydroxyethyl) amino)-10-oxodecanoate